C(C1=CC=CC=C1)N(S(=O)(=O)C=1C=NC(=C(C1)N)C=1OC(=NN1)CO[Si](C(C)C)(C(C)C)C(C)C)C 5-Amino-6-(5-triisopropylsilanyloxymethyl-[1,3,4]oxadiazol-2-yl)-pyridine-3-sulfonic acid benzyl-methyl-amide